ClC1=C(C=CC=C1)N1C(N(C2=CC=CC=C2C1=O)CC1=CC=C(C(=O)NO)C=C1)=O 4-((3-(2-chlorophenyl)-2,4-dioxo-3,4-dihydroquinazolin-1(2H)-yl)methyl)-N-hydroxybenzoamide